7-(3-methoxypropoxy)-2,2-dimethyl-2,3-dihydrobenzofuran-5-ol COCCCOC1=CC(=CC=2CC(OC21)(C)C)O